FC1(CCN(CC1)C1=NC=2C(=CC(=CC2C=2N1C=C(N2)C)C)C(C)=O)F 1-(5-(4,4-difluoropiperidin-1-yl)-2,9-dimethylimidazo[1,2-c]quinazolin-7-yl)ethan-1-one